6-oxohexane-1,3,4,5-tetrayltetrabenzoate O=CC(C(C(CCC1=C(C(=O)[O-])C=CC=C1)C1=C(C(=O)[O-])C=CC=C1)C1=C(C(=O)[O-])C=CC=C1)C1=C(C(=O)[O-])C=CC=C1